(E)-N-methyl-4-(3-pyridyl)-3-buten-1-amine CNCC\C=C\C=1C=NC=CC1